FC1=C(C=C(C=C1)NC(C=C)=O)NC1=NC(=NC=C1C=1CCN(CC1)C)NC=1C=NN(C1)C N-(4-fluoro-3-((5-(1-methyl-1,2,3,6-tetrahydropyridin-4-yl)-2-((1-methyl-1H-pyrazol-4-yl)amino)pyrimidin-4-yl)amino)phenyl)acrylamide